ClC1=C(C=CC(=C1)Cl)C=1CCCC2=C(C1C1=CC=C(C=C1)O[C@@H]1CN(CC1)CCCF)C=CC(=C2)C(CC(=O)[O-])=O (S)-3-(8-(2,4-dichlorophenyl)-9-(4-((1-(3-fluoropropyl)pyrrolidin-3-yl)oxy)phenyl)-6,7-dihydro-5H-benzo[7]annulen-3-yl)-3-oxopropanoate